O[C@H]1C[C@@]2([C@@]3(OC(O[C@@H]3C[C@H]2[C@@H]2CCC3=CC(C=C[C@@]3([C@@H]12)C)=O)CCC)C(COC(CCC(=O)O)=O)=O)C 4-{2-[(1S,2S,4R,8S,9S,11S,12S,13R)-11-Hydroxy-9,13-dimethyl-16-oxo-6-propyl-5,7-dioxapentacyclo[10.8.0.02,9.04,8.013,18]icosa-14,17-dien-8-yl]-2-oxoethoxy}-4-oxobutanoic acid